5-Formyl-4-methyl-1-[(3-oxo-1,4-oxazepan-7-yl)methyl]indol-2-carbonitrile C(=O)C=1C(=C2C=C(N(C2=CC1)CC1CCNC(CO1)=O)C#N)C